2-((3-(2,6-dioxopiperidin-3-yl)-1-methyl-1H-indazol-7-yl)oxy)-N-((1-methyl-1H-imidazol-5-yl)methyl)acetamide O=C1NC(CCC1C1=NN(C2=C(C=CC=C12)OCC(=O)NCC1=CN=CN1C)C)=O